FC=1C=C(C=CC1OC1=C2C(=NC=C1)NC(N2C(C)C)=O)NC(=O)C=2C=NN(C2C(F)(F)F)C2=NC(=CC=C2)C(F)(F)F N-(3-fluoro-4-((1-isopropyl-2-oxo-2,3-dihydro-1H-imidazo[4,5-b]pyridine-7-yl)oxy)phenyl)-5-(trifluoromethyl)-1-(6-(trifluoromethyl)pyridine-2-yl)-1H-pyrazole-4-carboxamide